CC(C)C1=C2CC[C@@]3([C@@H]([C@]2(CC1)C)CC[C@H]4[C@]3(CC[C@@H]5[C@@]4(CCCC5(C)C)C)C)C The molecule is a triterpene consisting of hopane having a C=C double bond at the 17(21)-position. It has a role as a plant metabolite and a bacterial metabolite. It derives from a hydride of a hopane.